FC1COC2=C(C=CC=C2C1=O)F 3,8-Difluorochroman-4-one